S(=O)(=O)(OC(CCCCCCCCCCC)=O)CCO.[Na] sodium O-lauroyl isethionate